[Si](C1=CC=CC=C1)(C1=CC=CC=C1)(C(C)(C)C)O[C@]1(CN(CCOC1)C1=NC(=NC(=N1)Cl)Cl)C (6S)-6-[(tert-butyl-diphenylsilyl)oxy]-4-(4,6-dichloro-1,3,5-triazin-2-yl)-6-methyl-1,4-oxazepane